BrC=1C(=C(C=CC1)C1=NN=C(O1)[C@@H](COC(C)(C)C)NC(OC(C)(C)C)=O)C tert-butyl (R)-(1-(5-(3-bromo-2-methylphenyl)-1,3,4-oxadiazol-2-yl)-2-(tert-butoxy)ethyl)carbamate